O[C@@H]1[C@@H]2[C@]3(C=CC(C=C3CC[C@H]2[C@@H]2CC[C@](C(COC3(CO)[C@@H](O)[C@H](O[C@H]4[C@H](O)[C@@H](O)[C@@H](O)[C@H](O4)CO)[C@H](O3)CO)=O)([C@]2(C1)C)O)=O)C (11β)-11,17-dihydroxy-21-{[4-O-(β-D-galactopyranosyl)-D-fructofuranosyl]oxy}pregna-1,4-diene-3,20-dione